(3R)-1-[rac-(2R)-2-[[4-(2,6-dimethylphenyl)-2-methyl-7-quinolyl]oxy]propanoyl]piperidine-3-sulfonamide CC1=C(C(=CC=C1)C)C1=CC(=NC2=CC(=CC=C12)O[C@@H](C(=O)N1C[C@@H](CCC1)S(=O)(=O)N)C)C |&1:19|